2-{4-[methyl-(1,2,3,4-tetrahydro-naphthalen-1-ylmethyl)-amino]-phenoxy}-pyrido[3,4-d]pyrimidin-4-ol CN(C1=CC=C(OC=2N=C(C3=C(N2)C=NC=C3)O)C=C1)CC1CCCC3=CC=CC=C13